tert-butyl ((1R,4r)-4-((4-bromopyridin-2-yl)(((1r,4R)-4-(4-methoxy-3-methylphenyl)cyclohexyl)methyl) carbamoyl)cyclohexyl)carbamate BrC1=CC(=NC=C1)N(C(=O)C1CCC(CC1)NC(OC(C)(C)C)=O)CC1CCC(CC1)C1=CC(=C(C=C1)OC)C